CC=1C=C(C=CC1)S(=O)(=O)O 3-methyl-Benzenesulfonic acid